O[C@H]1C[C@@H](C2(CC2)[C@@H]1CO)N1C2=NC=NC(=C2N=C1)NC(C1=CC=CC=C1)=O N-(9-((4S,6S,7R)-6-hydroxy-7-(hydroxymethyl)spiro[2.4]heptan-4-yl)-9H-purin-6-yl)benzamide